OCC1=CC=C(C=C1)B(O)O 4-(hydroxymethyl)phenyl-boronic acid